5-[[7-(6-amino-pyrimidin-4-ylamino)-3-methyl-3H-imidazo[4,5-b]pyridin-5-yl]-(3-methoxy-propyl)-amino]-4-methyl-pyridine-2-carbonitrile NC1=CC(=NC=N1)NC1=C2C(=NC(=C1)N(C=1C(=CC(=NC1)C#N)C)CCCOC)N(C=N2)C